FC1(OC2=C(O1)C=CC=C2C=O)F 2,2-difluorobenzo[1,3]dioxole-4-formaldehyde